OCC=1C(=NC2=CC=C(C=C2C1)C(=O)N1C(CCCC1)C1=CC=C(C=C1)C(F)(F)F)NCC1=CC=C(C=C1)OC (3-(Hydroxymethyl)-2-((4-methoxybenzyl)amino)quinolin-6-yl)(2-(4-(trifluoromethyl)phenyl)piperidin-1-yl)methanone